4-(4-(7-tosyl-7H-pyrrolo[2,3-d]pyrimidin-4-yl)-1H-pyrazol-1-yl)piperidine-1-carboxylic acid tert-butyl ester C(C)(C)(C)OC(=O)N1CCC(CC1)N1N=CC(=C1)C=1C2=C(N=CN1)N(C=C2)S(=O)(=O)C2=CC=C(C)C=C2